(R)-pyrrolidin-3-ylcarbamic acid benzyl ester C(C1=CC=CC=C1)OC(N[C@H]1CNCC1)=O